3-Hexyl-4-decen C(CCCCC)C(CC)C=CCCCCC